Ethyl 2-({[2-fluoro-5-(trifluoromethyl)phenyl]carbamoyl}oxy)acetate FC1=C(C=C(C=C1)C(F)(F)F)NC(=O)OCC(=O)OCC